(3S,4S)-8-{8-[(2,3-dichlorophenyl)sulfanyl]imidazo[1,2-c]pyrimidin-5-yl}-3-methyl-2-oxa-8-azaspiro[4.5]decan-4-amine ClC1=C(C=CC=C1Cl)SC=1C=2N(C(=NC1)N1CCC3([C@@H]([C@@H](OC3)C)N)CC1)C=CN2